(E)-5-(8-(7-Acetyl-3-ethyl-5,6,7,8-tetrahydroimidazo[1,5-a]pyrazin-1-yl)isoquinolin-3-yl)-N-(4-(3-(2,6-dioxopiperidin-3-yl)phenyl)but-3-en-1-yl)picolinamide C(C)(=O)N1CC=2N(CC1)C(=NC2C=2C=CC=C1C=C(N=CC21)C=2C=CC(=NC2)C(=O)NCC\C=C\C2=CC(=CC=C2)C2C(NC(CC2)=O)=O)CC